O1N=CC(=C1)C(=O)N1CCCC1 1-(isoxazole-4-carbonyl)pyrrolidine